3,3-difluoro-N'-phenylcyclobutane-1-carboxylic acid hydrazide FC1(CC(C1)C(=O)NNC1=CC=CC=C1)F